[3,4-difluoro-2-(2-fluoro-4-iodoanilino)phenyl]-[3-hydroxy-3-[(2S)-piperidin-2-yl]azetidin-1-yl]methanone hemifumarate C(\C=C\C(=O)O)(=O)O.FC=1C(=C(C=CC1F)C(=O)N1CC(C1)([C@H]1NCCCC1)O)NC1=C(C=C(C=C1)I)F.FC=1C(=C(C=CC1F)C(=O)N1CC(C1)(O)[C@H]1NCCCC1)NC1=C(C=C(C=C1)I)F